((4-bromo-2-fluorophenyl)imino)-1λ6-thiomorpholine 1-oxide BrC1=CC(=C(C=C1)N=C1NCC[SH2](C1)=O)F